NC(/C=C/CC[C@@H](C(=O)NC=1C(N(C=CC1)CC1=NC2=C(N1C(=O)OC(C)(C)C)C=CC=C2CC(C)(C)C)=O)NC(=O)OC2COCC2)=O tert-butyl 2-((3-((2S,E)-7-amino-7-oxo-2-((((tetrahydrofuran-3-yl)oxy)carbonyl)amino)hept-5-enamido)-2-oxopyridin-1(2H)-yl)methyl)-4-neopentyl-1H-benzo[d]imidazole-1-carboxylate